C(C)(=O)OCOC(=O)OC[C@H]1O[C@@]([C@@H]([C@@H]1O)O)(C#N)C1=CC=C2C(=NC=NN21)NC([C@H](C(C)(C)C)N)=O (((((2R,3S,4R,5R)-5-(4-((S)-2-amino-3,3-dimethylbutanamido)pyrrolo[2,1-f][1,2,4]triazin-7-yl)-5-cyano-3,4-dihydroxytetrahydrofuran-2-yl)methoxy)carbonyl)oxy)methyl acetate